OCC=1N(C(N(N1)C1=CC=CC=C1)=O)CC1CCOCC1 5-(hydroxymethyl)-2-phenyl-4-((tetrahydro-2H-pyran-4-yl)methyl)-2,4-dihydro-3H-1,2,4-triazol-3-one